2,2-diisopropylpropane-1,3-diyl bis(diethylcarbamate) C(C)N(C(OCC(COC(N(CC)CC)=O)(C(C)C)C(C)C)=O)CC